C(C)C1=NOC2=C1C=C(C(=C2)OC)NS(=O)(=O)C2=C(C=C(C=C2)OC)OC N-(3-ethyl-6-methoxybenzo[d]isoxazol-5-yl)-2,4-dimethoxybenzenesulfonamide